BrC1=CC=C2C(=NC(=NC2=C1F)OC[C@]12[C@H](N(CCC1)C)CCC2)N2C[C@@H]1CC[C@H](CC2)N1C(=O)OC(C)(C)C tert-butyl (1S,6R)-3-(7-bromo-8-fluoro-2-(((4aS,7aR)-1-methyloctahydro-4aH-cyclopenta[b]pyridin-4a-yl)methoxy)quinazolin-4-yl)-3,9-diazabicyclo[4.2.1]nonane-9-carboxylate